2-((4-(2-methoxyethoxy)phenyl)amino)quinazolin COCCOC1=CC=C(C=C1)NC1=NC2=CC=CC=C2C=N1